C(C)OC1=C(C=C2CCN([C@@H](C2=C1)CC1=CNC2=CC=C(C=C12)OC)C=O)OC (R)-7-ethoxy-6-methoxy-1-((5-methoxy-1H-indol-3-yl)methyl)-3,4-dihydroisoquinoline-2(1H)-formaldehyde